N-cyclopropyl-N-methylbenzene-1,4-diamine C1(CC1)N(C1=CC=C(C=C1)N)C